C[C@H]1CCCC2=C[C@@H]3[C@@H](C[C@]12C)[C@@H](C(=O)O3)C eremophilanolide